BrC1=CC=C(C(=N1)N1CCC2(CC2)CC1)C 6-(6-Bromo-3-methylpyridin-2-yl)-6-azaspiro[2.5]octane